(R)-6-bromo-2-methyl-2,3-dihydroimidazo[2,1-b]oxazole BrC=1N=C2O[C@@H](CN2C1)C